(R)-2-(((S)-3-(5-(difluoromethyl)-2-fluorophenyl)-5-(piperidin-1-yl)pentyl)(methyl)amino)-2-(3-methyl-2-((1r,4R)-4-(trifluoromethoxy)cyclohexyl)-phenyl)acetic acid FC(C=1C=CC(=C(C1)[C@H](CCN([C@@H](C(=O)O)C1=C(C(=CC=C1)C)C1CCC(CC1)OC(F)(F)F)C)CCN1CCCCC1)F)F